1-((2S)-fluorocyclopropyl)-6,8-difluoro-1,4-dihydro-7-(3-hydroxypyrrolidinyl)-4-oxo-3-quinolinecarboxylic acid FC1(CC1)N1C=C(C(C2=CC(=C(C(=C12)F)N1CC(CC1)O)F)=O)C(=O)O